5-benzoyl-8-fluoro-1,3-dimethyl-1,3,4,5-tetrahydro-2H-benzo[b]azepin-2-one C(C1=CC=CC=C1)(=O)C1C2=C(N(C(C(C1)C)=O)C)C=C(C=C2)F